Butyl 3-hydroxypropanoate OCCC(=O)OCCCC